FC=1C=C(CN2C(N(C(C3=CC=C(C=C23)C(=O)NCC2=C(C=C(C=C2F)F)F)C)C)=O)C=C(C1)F 1-(3,5-difluorobenzyl)-3,4-dimethyl-2-oxo-N-(2,4,6-trifluorobenzyl)-1,2,3,4-tetrahydro-quinazoline-7-carboxamide